4-((2-(5-nitro-1-(tetrahydro-2H-pyran-2-yl)-1H-indazol-3-yl)-1-((2-(trimethylsilyl)ethoxy)methyl)-4,6-dihydropyrrolo[3,4-d]imidazol-5(1H)-yl)methyl)piperidine [N+](=O)([O-])C=1C=C2C(=NN(C2=CC1)C1OCCCC1)C1=NC2=C(N1COCC[Si](C)(C)C)CN(C2)CC2CCNCC2